N-(5-((4-ethylpiperazin-1-yl)methyl)pyridin-2-yl)-5-fluoro-4-(9-fluoro-4-methyl-1,2,3,4-tetrahydrobenzo[4,5]imidazo[1,2-a]pyrazin-7-yl)pyrimidin-2-amine C(C)N1CCN(CC1)CC=1C=CC(=NC1)NC1=NC=C(C(=N1)C1=CC2=C(N=C3N2C(CNC3)C)C(=C1)F)F